O=C([C@H](C[C@H]1C(NCC1)=O)NC([C@H](CC(C)C)NC(OC(CC1=CC(=CC=C1)Cl)C1=CC=CC=C1)=O)=O)C(N1CCCCC1)=O 2-(3-chlorophenyl)-1-phenylethyl ((S)-1-(((S)-3,4-dioxo-1-((S)-2-oxopyrrolidin-3-yl)-4-(piperidin-1-yl)butan-2-yl)amino)-4-methyl-1-oxopentan-2-yl)carbamate